ClC=1C(=NC=CC1)CNC1=NS(C2=C(N1)C(=C(C=C2)C#N)OC2=C(C=CC=C2)F)(=O)=O 3-(((3-chloropyridin-2-yl)methyl)amino)-5-(2-fluorophenoxy)-4H-benzo[e][1,2,4]thiadiazine-6-carbonitrile 1,1-dioxide